N1(CCCCC1)CCCC(=O)N 4-(piperidin-1-yl)butanamide